6-hydroxy-3,3-dimethylindoline OC1=CC=C2C(CNC2=C1)(C)C